N-(1-(4-chlorophenyl)cyclopropyl)pivaloamide tert-butyl-4-(4-fluoro-3-(4,4,5,5-tetramethyl-1,3,2-dioxaborolan-2-yl)phenyl)-3,6-dihydropyridine-1(2H)-carboxylate C(C)(C)(C)OC(=O)N1CCC(=CC1)C1=CC(=C(C=C1)F)B1OC(C(O1)(C)C)(C)C.ClC1=CC=C(C=C1)C1(CC1)NC(C(C)(C)C)=O